Heptadecan-9-yl Hexanoate C(CCCCC)(=O)OC(CCCCCCCC)CCCCCCCC